2-({3-[2-(4-chlorophenyl)ethyl]-1,2,4-oxadiazol-5-yl}methyl)-5-[(3S)-3-hydroxypyrrolidin-1-yl]-4-methyl-2,3-dihydropyridazin-3-one ClC1=CC=C(C=C1)CCC1=NOC(=N1)CN1N=CC(=C(C1=O)C)N1C[C@H](CC1)O